4-(1-imidazolyl)benzaldehyde N1(C=NC=C1)C1=CC=C(C=O)C=C1